(S)-7-((1H-benzo[d][1,2,3]triazol-1-yl)methyl)-4-(cyclopropylethynyl)-4-(1,1-difluoroethyl)-6-fluoro-3,4-dihydroquinazolin-2(1H)-one N1(N=NC2=C1C=CC=C2)CC2=C(C=C1[C@](NC(NC1=C2)=O)(C(C)(F)F)C#CC2CC2)F